((3R,4S)-4-(hydroxymethyl)pyrrolidin-3-yl)-4-methylbenzoic acid ethyl ester C(C)OC(C1=C(C=C(C=C1)C)[C@@H]1CNC[C@H]1CO)=O